bis[bis[2-methyladamantylacetyloxymethoxyphenyl]phenylsulfonium] perfluoropropane-1-carboxylate FC(C(C(F)(F)F)(F)F)(C(=O)[O-])F.CC1C2(CC3CC(CC1C3)C2)CC(=O)OCOC2=C(C=CC=C2)[S+](C2=CC=CC=C2)C2=C(C=CC=C2)OCOC(CC23C(C1CC(CC(C2)C1)C3)C)=O.CC3C1(CC2CC(CC3C2)C1)CC(=O)OCOC1=C(C=CC=C1)[S+](C1=CC=CC=C1)C1=C(C=CC=C1)OCOC(CC12C(C3CC(CC(C1)C3)C2)C)=O.FC(C(C(F)(F)F)(F)F)(C(=O)[O-])F